4-((2-Methoxypyridin-3-yl)methyl)benzene-1,3-diol COC1=NC=CC=C1CC1=C(C=C(C=C1)O)O